3-cyano-4-(5-(6-((6-methoxypyridin-3-yl)methyl)-3,6-diazabicyclo[3.1.1]heptan-3-yl)pyrazine-2-yl)pyrazolo[1,5-a]pyridin-6-ylethylcarbamate C(#N)C=1C=NN2C1C(=CC(=C2)CCNC([O-])=O)C2=NC=C(N=C2)N2CC1N(C(C2)C1)CC=1C=NC(=CC1)OC